tri-(4-aminophenyl)amine NC1=CC=C(C=C1)N(C1=CC=C(C=C1)N)C1=CC=C(C=C1)N